5-(6-ethyl-2-fluoropyridin-3-yl)-1-(oxazin-4-yl)-N-[(3S)-9-fluoro-2-oxo-5-phenyl-1,3-dihydro-1,4-benzodiazepine-3-Yl]pyrazole-4-carboxamide C(C)C1=CC=C(C(=N1)F)C1=C(C=NN1C1=CNOC=C1)C(=O)N[C@@H]1C(NC2=C(C(=N1)C1=CC=CC=C1)C=CC=C2F)=O